5-(2,5-diazabicyclo[2.2.2]octan-2-yl)-2-(2,6-dioxopiperidin-3-yl)-4,6-difluoroisoindol C12N(CC(NC1)CC2)C2=C(C1=CN(C=C1C=C2F)C2C(NC(CC2)=O)=O)F